O=C1CNCCN1 3-oxopiperazine